2-[6-(2-acetylphenyl)-6,6-difluoro-hexyl]isoindoline-1,3-dione C(C)(=O)C1=C(C=CC=C1)C(CCCCCN1C(C2=CC=CC=C2C1=O)=O)(F)F